FC1=C(C(=CC=C1)OC)C1=NC=CC2=C1CN(C2=O)C2=NC(=CC(=C2)C)N2[C@@H](CCC2=O)CO 4-(2-fluoro-6-methoxyphenyl)-2-(6-((S)-2-(hydroxymethyl)-5-oxopyrrolidin-1-yl)-4-methylpyridin-2-yl)-2,3-dihydro-1H-pyrrolo[3,4-c]pyridin-1-one